C(C)(C)(C)OC(C[C@@H]1CC[C@H](CC1)N1CCN(CC1)C1=C(C=C(C=C1)N)F)=O.ClC=1C(=C(C(=C(C1)C(C)=O)OC)I)F 1-(5-chloro-4-fluoro-3-iodo-2-methoxyphenyl)ethan-1-one trans-tert-butyl-2-(4-(4-(4-amino-2-fluorophenyl)piperazin-1-yl)cyclohexyl)acetate